C(C1=CC=CC=C1)N1N=NC(=C1C(F)F)C(=O)OCC ethyl 1-benzyl-5-(difluoromethyl)-1H-1,2,3-triazole-4-carboxylate